CC1=NC2=CC=CC=C2C(=N1)S 2-methylquinazoline-4-thiol